tert-butyl (S,E)-2-(4-(4-(4-aminobut-2-en-1-yl)phenyl)-2,3,9-trimethyl-6H-thieno[3,2-f][1,2,4]triazolo[4,3-a][1,4]diazepin-6-yl)acetate NCC=CCC1=CC=C(C=C1)\C\1=N/[C@H](C=2N(C3=C1C(=C(S3)C)C)C(=NN2)C)CC(=O)OC(C)(C)C